(4-isobutoxybenzyl)carbamic acid methyl ester COC(NCC1=CC=C(C=C1)OCC(C)C)=O